2-Chloro-N4-(3-[N-(1-methylethyl)sulfamoyl]phenyl)-5,7-dihydrofuro[3,4-d]pyrimidine-4-amine ClC=1N=C(C2=C(N1)COC2)NC2=CC(=CC=C2)S(NC(C)C)(=O)=O